FC=1C=C(C=CC1)C(C)N1N=CC(=C1)C1=NC=2N3C(N(C(C2N1)=O)CCC)=NC=C3 2-[1-[1-(3-Fluorophenyl)ethyl]pyrazol-4-yl]-5-propyl-3H-imidazo[2,1-b]purin-4-on